(6-amino-1-(4-amino-3-methylbenzyl)-1H-pyrazolo[3,4-d]pyrimidin-4-yl)benzonitrile NC1=NC(=C2C(=N1)N(N=C2)CC2=CC(=C(C=C2)N)C)C2=C(C#N)C=CC=C2